5-(2,6-Dichloro-4-nitrophenoxy)-2-fluoro-3-methylpyridine ClC1=C(OC=2C=C(C(=NC2)F)C)C(=CC(=C1)[N+](=O)[O-])Cl